5-bromo-N-(2-fluoroethyl)-2-methoxy-benzenesulfonamide BrC=1C=CC(=C(C1)S(=O)(=O)NCCF)OC